FC(CCOC=1C=C2CCCC(C2=CC1)CNC1=NC=CC(=C1)C(=O)[O-])(F)F {[(6-(3,3,3-trifluoropropoxy)-1,2,3,4-tetrahydronaphthalen-1-yl)methyl]amino}pyridine-4-carboxylate